7-azabicyclo[4.1.0]heptane C12CCCCC2N1